3-bromo-2,6-difluoro-N,N-bis(4-methoxybenzyl)-4-(trifluoromethyl)aniline BrC=1C(=C(N(CC2=CC=C(C=C2)OC)CC2=CC=C(C=C2)OC)C(=CC1C(F)(F)F)F)F